NC1=CC=C(C(=N1)CC)N1C(CC2=CC=CC=C12)=O (6-amino-2-ethylpyridin-3-yl)indolin-2-one